FC1=C(C(=O)N(C(C#C)=O)CCCOC=2C(=CC(=C(C(=O)OC)C2)NC(C#C)=O)OC)C=CC=C1 methyl 5-(3-(2-fluoro-N-propioloylbenzamido)propoxy)-4-methoxy-2-propiolamidobenzoate